BrC(C)C1=CC(=CC=2N=C3OC[C@@H]4COCCN4C3=NC12)F (7S)-16-(1-bromoethyl)-14-fluoro-5,9-dioxa-2,11,18-triazatetracyclo[8.8.0.02,7.012,17]octadeca-1(18),10,12(17),13,15-pentaene